3-(4-methoxyphenyl)-N-(2-thiomorpholinopyrimidin-4-yl)isoxazol-5-amine COC1=CC=C(C=C1)C1=NOC(=C1)NC1=NC(=NC=C1)N1CCSCC1